C(=O)(OC(C)(C)C)N1CCC(CC1)OC1=C(C=C(C=C1)B(O)O)OC 4-(1-Boc-piperidin-4-yloxy)-3-methoxyphenylboronic acid